C(CC=C)N1C(C2=C(C(=C1)C#C[C@](C)(C1=NOC(=C1)C)O)C(=C(N2)C)C(=O)OCC(C)C)=O isobutyl 6-but-3-enyl-4-[(3R)-3-hydroxy-3-(5-methylisoxazol-3-yl)but-1-ynyl]-2-methyl-7-oxo-1H-pyrrolo[2,3-c]pyridine-3-carboxylate